(3S,4R)-3,4-Dihydroxy-1,5-cyclohexadiene-1,4-dicarboxylic acid O[C@H]1C=C(C=C[C@@]1(C(=O)O)O)C(=O)O